FC(COC1=C(C(=C(C=C1)NC=1C2=C(N=CN1)C=CC(=N2)N2[C@@H]1CN([C@H](C2)C1)C(=O)OC(C)(C)C)F)F)F tert-butyl (1S,4S)-5-(4-((4-(2,2-difluoroethoxy)-2,3-difluorophenyl)amino)pyrido[3,2-d]pyrimidin-6-yl)-2,5-diazabicyclo[2.2.1]heptane-2-carboxylate